5-methylenenonane C=C(CCCC)CCCC